COC(=O)[C@@H]1N(C[C@H](C1)F)C(=O)OC(C)(C)C (2r,4s)-4-fluoropyrrolidine-1,2-dicarboxylic acid 1-(tert-butyl) 2-methyl ester